N-(4-chlorophenyl)-3-(5-(trifluoromethyl)-1,2,4-oxadiazol-3-yl)-6,7-dihydrothieno[3,2-c]pyridine-5(4H)-carboxamide ClC1=CC=C(C=C1)NC(=O)N1CC2=C(CC1)SC=C2C2=NOC(=N2)C(F)(F)F